lithium-copper oxide [Cu]=O.[Li]